CC=1N=C(SC1S(=O)(=O)N1CCN(CC1)C[C@H](C)NC1=NC=NC2=C(C=CC=C12)C1=CC(=NC=C1)N1CCN(CC1)C)NC(OC)=O methyl N-[4-methyl-5-({4-[(2S)-2-({8-[2-(4-methylpiperazin-1-yl)pyridin-4-yl]quinazolin-4-yl}amino)propyl]piperazin-1-yl}sulfonyl)-1,3-thiazol-2-yl]carbamate